ClC1=C(C(=O)NC=2C=C3C=C(N(C3=CC2)C(C)C)C(=O)NC2=CC=C(C=C2)C(F)(F)F)C=C(C=C1)CNC(C(C)C)=O 5-(2-chloro-5-(isobutyrylaminomethyl)benzoylamino)-1-isopropyl-N-(4-(trifluoromethyl)phenyl)-1H-indole-2-carboxamide